C(C)(C)(C)OC(=O)N1CCN(CC1)C1=CC2=C(C=C1)C1(C(NC(CC1)=O)=O)CO2.CC(C)(C)S(=O)N=CC2=NC=CC=C2C=2C=NN(C2)C 2-methyl-N-((3-(1-methyl-1H-pyrazol-4-yl)pyridin-2-yl)methylene)propane-2-sulfinamide tert-butyl-4-(2',6'-dioxo-2H-spiro[benzofuran-3,3'-piperidin]-6-yl)piperazine-1-carboxylate